COC[C@H](C)N1N=C(C2=CC=CC(=C12)C(C(=O)O)N1CC(C1)OCCCCCC1=NC=2NCCCC2C=C1)C 2-(1-((S)-1-methoxypropan-2-yl)-3-methyl-1H-indazol-7-yl)-2-(3-((5-(5,6,7,8-tetrahydro-1,8-naphthyridin-2-yl)pentyl)oxy)azetidin-1-yl)acetic acid